4-(azetidin-3-yl)-1-methyl-1H-indazole hydrochloride Cl.N1CC(C1)C1=C2C=NN(C2=CC=C1)C